FC1(CCN(CC1)S(=O)(=O)C=1C=C(C(=O)N2CC3(C4=CC(=CC=C24)NS(=O)(=O)C)CCC2(CC3)CC2)C=CC1)F N-(1''-(3-((4,4-difluoropiperidin-1-yl)sulfonyl)benzoyl)dispiro[cyclopropane-1,1'-cyclohexane-4',3''-indolin]-5''-yl)methanesulfonamide